NC[C@@H](O)C1=CC=CC2=CC=CC=C12 (S)-2-amino-(naphthalen-1-yl)ethanol